C1(C=CC(N1CCC(=O)NC(C(=O)[O-])CCCC)=O)=O (beta-maleimidopropionamido)hexanoate